BrC1=CC(=C(C(=O)/C(/C(=O)OCC)=C/NC(C)C)C(=C1)F)Cl Ethyl (Z)-2-(4-bromo-2-chloro-6-fluorobenzoyl)-3-(isopropylamino)acrylate